[C@H]12OC[C@H](N(C1)C1CCN(CC1)C1=CC(=C(C=C1)NC1=NC=NC(=C1)N1OCC[C@@H]1C1=CC=CC=C1)OC)C2 N-(4-(4-((1R,4R)-2-oxa-5-azabicyclo[2.2.1]heptane-5-yl)piperidin-1-yl)-2-methoxyphenyl)-6-((R)-3-phenylisoxazolidin-2-yl)pyrimidin-4-amine